(3aR,4S,5R,7aS)-4-amino-2-(5-(6-isopropyl-2-methoxypyridin-3-yl)imidazo[2,1-b][1,3,4]thiadiazol-2-yl)octahydro-1H-isoindol-5-ol N[C@H]1[C@H]2CN(C[C@H]2CC[C@H]1O)C1=NN2C(S1)=NC=C2C=2C(=NC(=CC2)C(C)C)OC